(R)-1-(2,3-dichloro-4-methylphenyl)-2-methylpiperazine ClC1=C(C=CC(=C1Cl)C)N1[C@@H](CNCC1)C